(S)-quinuclidin-3-yl (5-(5-cyano-2-methoxyphenyl)-2,2-dimethyl-2,3-dihydro-1H-inden-1-yl)carbamat C(#N)C=1C=CC(=C(C1)C=1C=C2CC(C(C2=CC1)NC(O[C@@H]1CN2CCC1CC2)=O)(C)C)OC